CCCCCCCCCCCCCC/C=C\OC[C@H](COP(=O)(O)OC[C@H](CO)O)OC(=O)CC/C=C\C/C=C\C/C=C\C/C=C\C/C=C\C/C=C\CC 1-(1Z-hexadecenyl)-2-(4Z,7Z,10Z,13Z,16Z,19Z-docosahexaenoyl)-glycero-3-phospho-(1'-sn-glycerol)